N[C@@H]1CC=2C(=NC(=C(C2)F)N2CCN(CC2)C(=O)OC(C)(C)C)OC1 tert-butyl (R)-4-(3-amino-6-fluoro-3,4-dihydro-2H-pyrano[2,3-b]pyridin-7-yl)piperazine-1-carboxylate